4-{[(6-Chloropyridin-3-yl)methyl](3-bromo-4-fluorobenzyl)amino}furan ClC1=CC=C(C=N1)CN(C=1C=COC1)CC1=CC(=C(C=C1)F)Br